fluoro-aluminum F[Al]